(2R,3R,4R,5R)-5-acetamido-2-(acetoxymethyl)-6-chlorotetrahydro-2H-pyran-3,4-diyl diacetate C(C)(=O)O[C@H]1[C@H](OC([C@@H]([C@H]1OC(C)=O)NC(C)=O)Cl)COC(C)=O